4-[6-(1-cyano-1-methylethyl)pyrazolo[1,5-a]pyrimidin-3-yl]-2-(difluoromethoxy)-N-[(1R,2S)-2-fluorocyclopropyl]-6-methoxybenzamide C(#N)C(C)(C)C=1C=NC=2N(C1)N=CC2C2=CC(=C(C(=O)N[C@H]1[C@H](C1)F)C(=C2)OC)OC(F)F